CC(C)[C@H]1CN(CCN1)C=1N=NC(=CN1)C1=C(C=C(C=C1)C1=NSN=C1)O 2-{3-[(3S)-3-(propan-2-yl)piperazin-1-yl]-1,2,4-triazin-6-yl}-5-(1,2,5-thiadiazol-3-yl)phenol